4-((3-(7-(((3S,4R)-3-fluoro-1-methylpiperidin-4-yl)amino)-3-(1-fluorovinyl)pyrazolo[1,5-a]pyridin-2-yl)prop-2-yn-1-yl)amino)-3-methoxy-N-methylbenzamide F[C@H]1CN(CC[C@H]1NC1=CC=CC=2N1N=C(C2C(=C)F)C#CCNC2=C(C=C(C(=O)NC)C=C2)OC)C